trans-N-(4-cyclobutyl-1-methyl-3-(2-(trifluoromethyl)thiazol-5-yl)-1H-pyrazol-5-yl)-3-fluoro-3-methylcyclobutane-1-carboxamide C1(CCC1)C=1C(=NN(C1NC(=O)C1CC(C1)(C)F)C)C1=CN=C(S1)C(F)(F)F